Methyl 2-((2R,3E,7Z,10S,12R,13E)-2-methoxy-12-(methoxymethoxy)-11,11-dimethyl-10-((triethylsilyl)oxy)pentadeca-3,7,13-trien-5-yn-1-yl)oxazole-4-carboxylate CO[C@H](CC=1OC=C(N1)C(=O)OC)\C=C\C#C\C=C/C[C@@H](C([C@@H](\C=C\C)OCOC)(C)C)O[Si](CC)(CC)CC